C1(CC(C(CC1)C(C)C)O)C Menthol